tert-butyl N-[(tert-butoxy)carbonyl]carbamate C(C)(C)(C)OC(=O)NC(OC(C)(C)C)=O